ClC=1C=C(C=CC1)NC1C=2C=CC(=NC2CCC1)C1(CC1)NC(C1=CC=C(C=C1)F)=O N-(1-(5-((3-chlorophenyl)amino)-5,6,7,8-tetrahydroquinolin-2-yl)cyclopropyl)-4-fluorobenzamide